C1(=CC=CC=C1)C=1C(=C(SC1)[SH+]C1=CC=CC=C1)C1=CC=CC=C1 Diphenyl-phenylthiophenylsulfonium